CC1(CC1)C(=O)NCC=1NC2=CC(=C(C=C2C1)C(F)(F)F)OCC1=NOC(=C1)C 1-methyl-N-((6-((5-methylisoxazol-3-yl)methoxy)-5-(trifluoromethyl)-1H-indol-2-yl)methyl)cyclopropanecarboxamide